NC1=NC2=CC(=CC=C2C=C1)CC[C@@H]1S[C@H]([C@@H]([C@@H]1O)O)N1C=CC2=C1N=CN=C2C (2S,3S,4R,5R)-2-[2-(2-aminoquinolin-7-yl)ethyl]-5-(4-methyl-7H-pyrrolo[2,3-d]pyrimidin-7-yl)tetrahydrothiophene-3,4-diol